2-chloro-1,3-difluoro-5-(prop-1-en-2-yl)benzene ClC1=C(C=C(C=C1F)C(=C)C)F